FC1=CC=C(C=C1)N1N=CC2=CC(=C(C=C12)C)C1N(CCNC1)CC(C)C 1-(4-fluorophenyl)-5-(1-isobutylpiperazin-2-yl)-6-methyl-1H-indazole